OCC=1SC=C2C1C(N(C2)C2C(NC(CC2)=O)=O)=O 3-(1-(hydroxymethyl)-6-oxo-4H-thieno[3,4-c]pyrrol-5(6H)-yl)piperidine-2,6-dione